6-oxo-2-(trifluoromethyl)-6,7-dihydro-5H-benzo[f]imidazo[1,2-d][1,4]diazepine-9-carbonitrile O=C1NC2=C(C=3N(C1)C=C(N3)C(F)(F)F)C=CC(=C2)C#N